FC=1C=C(CN2C(=NC3=NC=C(C=C32)N3C=CC=2C3=NC(=CN2)COCCOC)C)C=C(C1)F 1-(3,5-difluorobenzyl)-6-(3-((2-methoxyethoxy)methyl)-5H-pyrrolo[2,3-b]pyrazin-5-yl)-2-methyl-1H-imidazo[4,5-b]pyridine